CN1CCN(CC1)C(=O)C1=CC=2N=C(N=C(C2O1)N1CCOCC1)NC1=NNC(=C1)C1=CC=CC=C1 (4-methylpiperazin-1-yl)(4-morpholino-2-((5-phenyl-1H-pyrazol-3-yl)amino)furo[3,2-d]pyrimidin-6-yl)methanone